BrC=1C=C2C(=NN(C(C2=CC1)=O)CC(=O)O)C(C)C 2-(6-bromo-4-isopropyl-1-oxo-phthalazin-2-yl)acetic acid